C1OC=2C=C(C=CC2O1)C=1C(=NC=CC1)N 2-(3,4-methylenedioxy)phenyl-aminopyridine